[(Z)-[4-amino-8-(trans-4-aminocyclohexoxy)-5,5-dimethyl-benzo[h]quinazolin-6-ylidene]amino]oxyacetonitrile NC1=NC=NC=2C3=C(\C(\C(C12)(C)C)=N/OCC#N)C=C(C=C3)O[C@@H]3CC[C@H](CC3)N